NC1=NC=NC=2C3=C(CC(C12)(C)C)C=C(C=C3)OC3CCC(CC3)NC(OC(C)(C)C)=O tert-butyl N-[4-[(4-amino-5,5-dimethyl-6H-benzo[h]quinazolin-8-yl)oxy]cyclohexyl]carbamate